5-{4-[2-(5-methyl-2-phenyl-4-oxazolyl)-ethoxy]benzyl}-thiazolidine-2,4-dione CC1=C(N=C(O1)C1=CC=CC=C1)CCOC1=CC=C(CC2C(NC(S2)=O)=O)C=C1